6-methyl-2-oxo-1-(3-trifluoromethyl-phenyl)-1,2-dihydropyridine-3,5-dicarboxylic acid CC1=C(C=C(C(N1C1=CC(=CC=C1)C(F)(F)F)=O)C(=O)O)C(=O)O